C(C)(C)(C)OC(=O)N[C@H]1[C@H](CCCC1)NC1=NC(=C(C=2N1C=CN2)C(N)=O)NC=2C=C(OCCOCCOCCOCC(=O)O)C=C(C2)OC 2-[2-[2-[2-[3-[[5-[[(1S,2R)-2-(tert-butoxycarbonylamino)cyclohexyl]amino]-8-carbamoyl-imidazo[1,2-c]pyrimidin-7-yl]amino]-5-methoxy-phenoxy]ethoxy]ethoxy]ethoxy]acetic acid